(S)-3-((1-(2,2-difluoroethyl)azetidin-3-yl)methyl)-7-((2S,5R)-2,5-dimethylpiperazin-1-yl)-10-(4-fluorophenyl)-9-(trifluoromethyl)-2H-[1,4]thiazino[2,3,4-ij]quinazolin-5(3H)-one FC(CN1CC(C1)C[C@H]1CSC=2C(=C(C=C3C(=NC(N1C23)=O)N2[C@H](CN[C@@H](C2)C)C)C(F)(F)F)C2=CC=C(C=C2)F)F